bis(2,7-di-t-butylfluoren-9-yl)phosphinobenzenesulfonic acid C(C)(C)(C)C1=CC=2C(C3=CC(=CC=C3C2C=C1)C(C)(C)C)P(C1C2=CC(=CC=C2C=2C=CC(=CC12)C(C)(C)C)C(C)(C)C)C1=C(C=CC=C1)S(=O)(=O)O